(S)-N-(amino(3-fluoro-5-(2-hydroxypropan-2-yl)thiophen-2-yl)(oxo)-λ6-sulfaneylidene)-2-(4-ethyl-6-isopropyl-1,3-dihydroisobenzofuran-5-yl)acetamide N[S@@](=NC(CC=1C(=C2COCC2=CC1C(C)C)CC)=O)(=O)C=1SC(=CC1F)C(C)(C)O